C1(CCCC1)N(C(=O)OCC=1C(=NOC1C1=CC=C(C=C1)NC(=O)C1C(C1C(=O)O)(F)F)C)C 3-((4-(4-(((cyclopentyl(meth-yl)carbamoyl)oxy)methyl)-3-methylisoxazol-5-yl)phenyl)-carbamoyl)-2,2-difluorocyclopropane-1-carboxylic acid